O=C1NC(CCC1N1C(C2=CC=C(C=C2C1=O)C1(CCN(CC1)C(C)C1=CC=CC=C1)O)=O)=O 2-(2,6-dioxopiperidin-3-yl)-5-(4-hydroxy-1-(1-phenylethyl)piperidin-4-yl)isoindoline-1,3-dione